4-t-butyl-4'-methoxy-dibenzoylmethane CC(C)(C)C1=CC=C(C=C1)C(=O)CC(=O)C2=CC=C(C=C2)OC